FC=1C=C(OCCC2CC3(C2)CCN(CC3)C(=O)OC(C)C)C=CC1CC(N1CC(C1)CNC[C@@H]([C@H]([C@@H]([C@@H](CO)O)O)O)O)=O isopropyl 2-[2-[3-fluoro-4-[2-oxo-2-[3-[[[(2S,3R,4R,5R)-2,3,4,5,6-pentahydroxyhexyl]amino]methyl] azetidin-1-yl]ethyl]phenoxy]ethyl]-7-azaspiro[3.5]nonane-7-carboxylate